COCCOCC1=CC=C(C=C1)C1=CC=C(C=C1)C(C)(C)NC(=O)NC1(CCN2CCC1CC2)C 1-(2-(4'-((2-Methoxyethoxy)methyl)-[1,1'-biphenyl]-4-yl)propan-2-yl)-3-(4-methyl-1-azabicyclo[3.2.2]nonan-4-yl)urea